6-(benzo[d]isothiazol-6-yl)-1-methyl-3-trityl-1,3-dihydro-2H-imidazo[4,5-b]pyridin-2-one S1N=CC2=C1C=C(C=C2)C=2C=C1C(=NC2)N(C(N1C)=O)C(C1=CC=CC=C1)(C1=CC=CC=C1)C1=CC=CC=C1